N[C@@H](CC(C)C)C(=O)N[C@H]1[C@@H](O[C@@H]([C@H]([C@@H]1O)O)CO)[N-]C(C(CCCCCCCCCC)CCCCCCCCCCCCCCCCCC)=O N-(2-deoxy-2-L-leucinylamino-beta-D-glucopyranosyl)-N-octadecyldodecanoylamide